N-[4-(2-methyl-1-methylsulfonyl-2,3-dihydroindol-5-yl)-1,3-thiazol-2-yl]-2-thiophen-2-ylacetamide CC1N(C2=CC=C(C=C2C1)C=1N=C(SC1)NC(CC=1SC=CC1)=O)S(=O)(=O)C